3-(4-((1R,3R)-2-(4-cyclopropylphenyl)-6-(1-ethyl-1H-pyrazol-4-yl)-3-methyl-1,2,3,4-tetrahydroisoquinolin-1-yl)phenyl)acrylic acid C1(CC1)C1=CC=C(C=C1)N1[C@@H](C2=CC=C(C=C2C[C@H]1C)C=1C=NN(C1)CC)C1=CC=C(C=C1)C=CC(=O)O